C(C)(C)(C)NC(C(=O)N1[C@@H]([C@H]2C([C@H]2C1)(C)C)C(=O)N[C@@H](C[C@H]1C(NCC1)=O)C(COC(F)(F)F)=O)=O (1r,2S,5S)-3-(2-(tert-butylamino)-2-oxoacetyl)-6,6-dimethyl-N-((S)-3-oxo-1-((S)-2-oxopyrrolidin-3-yl)-4-(trifluoromethoxy)butan-2-yl)-3-azabicyclo[3.1.0]hexane-2-carboxamide